Cl.C(#C)C1=CC=C(OC2CC3C(CNC3)C2)C=C1 5-(4-ethynylphenoxy)octahydrocyclopenta[c]pyrrole Hydrochloride